5-bromo-3,3-dimethylindoline BrC=1C=C2C(CNC2=CC1)(C)C